N1-((8-(5-(((5-Fluoro-2,3-dihydrobenzofuran-4-yl)methyl)amino)-[1,2,4]triazolo[4,3-c]pyrimidin-8-yl)-[1,2,4]triazolo[1,5-a]pyridin-5-yl)methyl)-N1,N2,N2-trimethylethane-1,2-diamine FC=1C=CC2=C(CCO2)C1CNC1=NC=C(C=2N1C=NN2)C=2C=1N(C(=CC2)CN(CCN(C)C)C)N=CN1